[I-].OC[PH3+] hydroxymethyl-phosphonium iodide